N1(C=NC=C1)C(=O)N 1H-imidazole-1-carboxamide